(12R)-13-ethyl-12-methyl-12,13,15,16,17,18,20,21-octahydro-14H-6,23-(azeno)-11,7-(metheno)imidazo[2,1-f][1,4,7,16,18]dioxatriazacyclohenicosin-14-one C(C)N1[C@@H](C=2C=CC=C(C3=CN4C(C(OCCOCCCNC1=O)=N3)=NC=C4)C2)C